(Z)-1-((6-chloro-4-(3-methoxyphenyl)pyridin-3-yl)sulfonyl)-4-fluoro-N-(4-(methylsulfonyl)but-3-en-2-yl)piperidine-4-carboxamide ClC1=CC(=C(C=N1)S(=O)(=O)N1CCC(CC1)(C(=O)NC(C)\C=C/S(=O)(=O)C)F)C1=CC(=CC=C1)OC